(3-(2-(5-((1R,4R,7R)-7-amino-2-azabicyclo[2.2.1]heptane-2-carbonyl)-7-methoxy-1-methyl-1H-benzo[d]imidazol-2-yl)-1-(cyclopropylmethyl)-1H-indol-7-yl)cyclobutyl)(azetidin-1-yl)methanone N[C@H]1[C@@H]2N(C[C@H]1CC2)C(=O)C2=CC1=C(N(C(=N1)C=1N(C3=C(C=CC=C3C1)C1CC(C1)C(=O)N1CCC1)CC1CC1)C)C(=C2)OC